C(C)(C)(C)OC(=O)N1C[C@@H](N(CC1)C=1C2=C(N=CN1)N(C=C2N(CC)CC)C2=NC=CC(=C2)C#N)C (S)-4-(7-(4-cyanopyridin-2-yl)-5-(diethylamino)-7H-pyrrolo[2,3-d]pyrimidin-4-yl)-3-methylpiperazine-1-carboxylic acid tert-butyl ester